OC=1C=C(CCN[C@@H](C(=O)N[C@H](C(=O)NCC2=CC=C(C=C2)C(=N)NC(OCC2=CC=CC=C2)=O)C)CCC2=CC=CC=C2)C=CC1 benzyl ((4-(((S)-2-((R)-2-((3-hydroxyphenethyl)amino)-4-phenylbutanamido)propanamido)methyl)phenyl)(imino)methyl)carbamate